N1=CN=C2NC=NC2=C1C=1C(=NC=CC1)NC=1C=CC(=C(C1)NC(C1=CC(=CC(=C1)C(F)(F)F)C#N)=O)F N-(5-(3-(9H-purin-6-yl)pyridin-2-ylamino)-2-fluorophenyl)-3-cyano-5-(trifluoromethyl)benzamide